5-(5-(1-(dimethylglycyl)piperidin-4-yl)-3-isopropyl-1H-indol-2-yl)-7-methylbenzo[d]oxazol-2(3H)-one CN(CC(=O)N1CCC(CC1)C=1C=C2C(=C(NC2=CC1)C=1C=C(C2=C(NC(O2)=O)C1)C)C(C)C)C